2,7-Dihydroxy-4,6-dimethyl-phenanthrene OC1=CC=2C=CC3=CC(=C(C=C3C2C(=C1)C)C)O